C(C)(C)(C)OC(=O)NCC1=CC=C(C=C1)C=1SC=C(N1)C(=O)NC(C(=O)NC(C(=O)OC)=C)=C Methyl 2-(2-(2-(4-(((tert-butoxycarbonyl)amino)methyl)phenyl)thiazole-4-carboxamido)acrylamido)acrylate